FC(C(=O)O)(F)F.NCC1=NC=C(C(=O)NC2=NC=C(C=C2)CC2=CC(=CC=C2)Cl)C=C1 6-(aminomethyl)-N-(5-(3-chlorobenzyl)pyridin-2-yl)nicotinamide trifluoroacetate